FC(C(=O)O)(F)F.C(C1=CC=CC=C1)C=1C=NN2C1N(C(C1=C2CNC(C1)C)=O)C1=NC=C(C=N1)C(=O)NC 2-(3-benzyl-7-methyl-5-oxo-6,7,8,9-tetrahydropyrazolo[1,5-a]pyrido[4,3-e]pyrimidin-4(5H)-yl)-N-methylpyrimidine-5-carboxamide trifluoroacetic acid salt